OC1(CC(N(C1)C1=CC=C(C=N1)S(=O)(=O)NC=1C2=C(C=NC1OC)C=NN2C)=O)C(F)(F)F 6-[4-hydroxy-2-oxo-4-(trifluoromethyl)pyrrolidin-1-yl]-N-{6-methoxy-1-methylpyrazolo[4,3-c]pyridin-7-yl}pyridine-3-sulfonamide